3-(2-((formyloxy)methoxy)-2,2-diphenylacetoxy)spiro[bicyclo[3.2.1]octane-8,1'-pyrrolidin]-8-ium formate C(=O)[O-].C(=O)OCOC(C(=O)OC1CC2CCC(C1)[N+]21CCCC1)(C1=CC=CC=C1)C1=CC=CC=C1